N-[4-(3-Cyclobutyl-1H-1,2,4-triazol-5-yl)phenyl]-3-[(1,1-dioxo-1,4-thiazinan-4-yl)methyl]benzamide C1(CCC1)C1=NNC(=N1)C1=CC=C(C=C1)NC(C1=CC(=CC=C1)CN1CCS(CC1)(=O)=O)=O